(6-(2,4-difluorophenoxy)-8,9-dihydroimidazo[1',2':1,6]pyrido[2,3-d]pyrimidin-2-yl)benzene-1,3-diamine FC1=C(OC2=CC3=C(N=C(N=C3)C3=C(C=CC=C3N)N)N3C2=NCC3)C=CC(=C1)F